N[C@@H]1C(CCC12CCN(CC2)C=2N=CC(=NC2CO)SC2=C(C(=NC=C2)N2CC(C2)C(C)(C)O)Cl)(F)F (S)-2-(1-(4-(5-(1-amino-2,2-difluoro-8-azaspiro[4.5]decan-8-yl)-6-(hydroxymethyl)pyrazin-2-ylsulfanyl)-3-chloropyridin-2-yl)azetidin-3-yl)propan-2-ol